(R)-4-(4-chlorophenyl)-N-(1-methylpiperidin-3-yl)pyrido[3,4-d]pyridazin-1-amine ClC1=CC=C(C=C1)C=1N=NC(=C2C1C=NC=C2)N[C@H]2CN(CCC2)C